BrC=1C=C(C=CC1)C=1C=C(C=CC1)C1=C(C=CC(=C1)N1C2=CC=CC=C2C=2C=CC=CC12)N1C2=CC=CC=C2C=2C=CC=CC12 9,9'-(3''-bromo-[1,1':3',1''-terphenyl]-2,5-diyl)bis(9H-carbazole)